[Mn](=O)(O)O Manganous acid